6-chloro-4-((5-(methylthio)pyridin-2-yl)amino)pyridazine-3-carboxylate ClC1=CC(=C(N=N1)C(=O)[O-])NC1=NC=C(C=C1)SC